C(C1=CC=CC=C1)(C1=CC=CC=C1)[C@@H](C(=O)NC1=CC=C(C=C1)C=1C(=NNC1CO)C)NC(OC(C)(C)C)=O tert-butyl N-[(1S)-1-benzhydryl-2-[4-[5-(hydroxymethyl)-3-methyl-1H-pyrazol-4-yl]anilino]-2-oxo-ethyl]carbamate